F[P-](F)(F)(F)(F)F.F[P-](F)(F)(F)(F)F.[Ca+2] calcium bis(hexafluorophosphate)